COC1=NC=C(C=C1C(=O)N)NC(C(N1[C@H](CC[C@@H](C1)C)C1=CC2=CN(N=C2C=C1)C1CCN(CC1)C)=O)=O |r| 2-Methoxy-5-[[2-oxo-2-[rac-(2R,5S)-5-methyl-2-[2-(1-methyl-4-piperidyl)indazol-5-yl]-1-piperidyl]acetyl]amino]pyridine-3-carboxamide